CC1=CC2=C(C(C(=CO2)S(=O)(=O)C2=CC=C(C=C2)Cl)=O)C=C1 7-methyl-3-((4-chlorophenyl)sulfonyl)-4H-benzopyran-4-one